C[Si](CCOCN1N=CC(=C1C(=O)N(CC1=CC=C(C=C1)OC)CC1=CC=C(C=C1)OC)C=O)(C)C 2-(5,5-dimethyl-2-oxa-5-silahex-1-yl)-4-formyl-N,N-bis[(4-methoxyphenyl)methyl]pyrazole-3-carboxamide